2-chloro-1,4-phenylenebis[4-[6-(acryloyloxy) hexyloxy] benzoate] ClC1=C(C=CC(=C1)C1=C(C(=O)[O-])C=CC(=C1)OCCCCCCOC(C=C)=O)C1=C(C(=O)[O-])C=CC(=C1)OCCCCCCOC(C=C)=O